diethyl (((5'-methyl-4-(2-methyloctan-2-yl)-1',2',3',4'-tetrahydro-[1,1'-biphenyl]-2,6-diyl)bis(oxy))bis(methylene)) bis(carbonate) C(OCC)(OCOC1=CC(=CC(=C1C1CCCC(=C1)C)OCOC(OCC)=O)C(C)(CCCCCC)C)=O